FC(OC=1C=C(C=CC1)C1=NN(C=2C1=NC=C(C2)C(=O)N[C@@]2(CS(CC2)(=O)=O)C)C2COCCC2)F 3-[3-(difluoromethoxy)phenyl]-N-[(3S)-3-methyl-1,1-dioxo-thiolan-3-yl]-1-tetrahydropyran-3-yl-pyrazolo[4,3-b]pyridine-6-carboxamide